CC1=C(N=CC(=N1)C1=CNC2=C(C=CC=C12)C#N)NCC(C(F)(F)F)O 3-[6-methyl-5-[(3,3,3-trifluoro-2-hydroxypropyl)amino]pyrazin-2-yl]-1H-indole-7-carbonitrile